4-methylsulfonylindole-1,2-dicarboxylic acid 1-benzyl 2-methyl ester COC(=O)C=1N(C2=CC=CC(=C2C1)S(=O)(=O)C)C(=O)OCC1=CC=CC=C1